NC1N(CCCNC1)C amino-e-methyl-perhydro-1,4-diazepine